CC1=C(C(=C(C(=C1NCCNCCNC1=C(C(=C(C(=C1C)C)C)C)C)C)C)C)C bis(2-(pentamethylphenylamino)ethyl)amine